N-(3-amino-7-(aminomethyl)-4-(2-chloro-5-fluorophenoxy)-1H-indazol-5-yl)-3-fluoro-5-(trifluoromethyl)benzamide NC1=NNC2=C(C=C(C(=C12)OC1=C(C=CC(=C1)F)Cl)NC(C1=CC(=CC(=C1)C(F)(F)F)F)=O)CN